C(C)OC(CCC(=O)C1=NC2=CC(=CC=C2C(=C1O)Br)C1=C(C(=CC=C1)C)F)=O 4-[4-bromo-7-(2-fluoro-3-methyl-phenyl)-3-hydroxy-quinolin-2-yl]-4-oxo-butyric acid ethyl ester